C1(CC1)C1=NC(=NN1C1=CC=CC=C1)SCC(=O)NC=1SC2=C(C1C(=O)N)CCC(C2)C 2-{2-[(5-cyclopropyl-1-phenyl-1H-1,2,4-triazol-3-yl)sulfanyl]acetamido}-6-methyl-4,5,6,7-tetrahydro-1-benzothiophene-3-carboxamide